C(C)(C)(C)OC(=O)N1CC2(C1)CCC(CC2)N2CCC(CC2)N2CCN(CC2)C2=NC=CC(=N2)COC2=CC=C(C=C2)C(C)(C)C2=CC(=CC(=C2)C#N)Cl 7-(4-(4-(4-((4-(2-(3-chloro-5-cyanophenyl)prop-2-yl)phenoxy)methyl)pyrimidine-2-yl)piperazin-1-yl)piperidin-1-yl)-2-azaspiro[3.5]nonane-2-carboxylic acid tert-butyl ester